2-(2-Chlorophenyl)-N-(3-{[(dimethylamino)methylene]sulfamoyl}-4-{1-[2-hydroxy-3,3-dimethylbutyl]-1H-pyrazol-4-yl}phenyl)acetamide ClC1=C(C=CC=C1)CC(=O)NC1=CC(=C(C=C1)C=1C=NN(C1)CC(C(C)(C)C)O)S(N=CN(C)C)(=O)=O